Trans-3-((6-(4-((((R)-1-(2-chlorophenyl)ethoxy)carbonyl)amino)-3-methylisothiazol-5-yl)-2-methylpyridin-3-yl)-carbamoyl)-2,2-difluoro-cyclopropane-1-carboxylic acid ClC1=C(C=CC=C1)[C@@H](C)OC(=O)NC=1C(=NSC1C1=CC=C(C(=N1)C)NC(=O)[C@@H]1C([C@H]1C(=O)O)(F)F)C